CC(C(C)(C)N=C=O)CCCCN=C=O TRIMETHYL-HEXAMETHYLENE DIISOCYANATE